rac-2-chloro-N-(4-(difluoromethyl)-5-(oxazol-2-yl)-6-oxo-1,6-dihydropyridin-2-yl)-8,8-dimethyl-7,8-dihydro-6H-cyclopenta[e]pyrazolo[1,5-a]pyrimidine-6-carboxamide ClC1=NN2C(N=CC3=C2C(C[C@H]3C(=O)NC=3NC(C(=C(C3)C(F)F)C=3OC=CN3)=O)(C)C)=C1 |r|